COC=1C=C(C=CC1)C1=NC(NC2=C3C(=CC=C12)C=CC=C3)=O 4-(3-methoxyphenyl)-1H-benzo[H]quinazolin-2-one